C(C)C1=NN2C(N(C3=C(C2=O)CN(C3=O)CC(NC(C)C)=O)CC(=O)NC3=NC=C(C=C3)F)=C1 2-(2-ethyl-5,8-dioxo-6-{2-oxo-2-[(propan-2-yl)amino]ethyl}-5,6,7,8-tetrahydro-4H-pyrazolo[1,5-a]pyrrolo[3,4-d]pyrimidin-4-yl)-N-(5-fluoropyridin-2-yl)acetamide